6-(3'-((isopropylamino)methyl)-[1,1'-biphenyl]-4-yl)-2-methyl-1H-benzo[d]imidazole-4-carboxylic acid C(C)(C)NCC=1C=C(C=CC1)C1=CC=C(C=C1)C=1C=C(C2=C(NC(=N2)C)C1)C(=O)O